(3-(5-phenylthiophen-2-yl)phenyl)boronic acid C1(=CC=CC=C1)C1=CC=C(S1)C=1C=C(C=CC1)B(O)O